ClC=1C=NN(C1C=1C=CC(=NC1)NC([C@H](C1CCC(CC1)C)NC(=O)C=1C(=NOC1)CC)=O)C N-((S)-2-((5-(4-chloro-1-methyl-1H-pyrazol-5-yl)pyridin-2-yl)amino)-1-((1r,4S)-4-methylcyclohexyl)-2-oxoethyl)-3-ethylisoxazole-4-carboxamide